COC1CCN(CC1)C(C(CNC(=O)C1=CC2=C(S1)CCCCCC2)(C)C)=O N-[3-(4-methoxypiperidin-1-yl)-2,2-dimethyl-3-oxopropyl]-4H,5H,6H,7H,8H,9H-cycloocta[b]thiophene-2-carboxamide